P(O)(O)O.CN methylamine phosphite